FC(C1=CC2=C(SC(=C2)C(=O)O)C=C1)(P(=O)(OC1=CC=CC=C1)N[C@H](C(=O)OC(C)C)CC1=CC=CC=C1)F 5-(difluoro((((S)-1-isopropoxy-1-oxo-3-phenylpropan-2-yl)amino)(phenoxy)phosphoryl)methyl)benzo[b]thiophene-2-carboxylic acid